COC(CCC(=O)O)=O butanedioic acid monomethyl ester